9,9',9'',9'''-(4-(2-(pyridin-4-yl)phenyl)pyridine-2,3,5,6-tetrayl)tetrakis(3-phenyl-9H-carbazole) N1=CC=C(C=C1)C1=C(C=CC=C1)C1=C(C(=NC(=C1N1C2=CC=CC=C2C=2C=C(C=CC12)C1=CC=CC=C1)N1C2=CC=CC=C2C=2C=C(C=CC12)C1=CC=CC=C1)N1C2=CC=CC=C2C=2C=C(C=CC12)C1=CC=CC=C1)N1C2=CC=CC=C2C=2C=C(C=CC12)C1=CC=CC=C1